C(=O)C=1C(=CC2=C(OCO2)C1)C1=C(C(=O)NC)C=CC=C1 (6-formyl-1,3-benzodioxol-5-yl)-N-methyl-benzamide